C(C#CCCCCCC)(=O)O.C(C=CCCCCCC)(=O)OC methyl 2-nonenoate (nonynate)